C1(CCCC1)C(C(=O)NC1CCCC1)N1C(=NC2=C1C=CC=C2)C2=CC=CC1=CC=CC=C21 2,N-dicyclopentyl-2-(2-naphthalen-1-yl-benzimidazol-1-yl)-acetamide